2-((3-(3-(trifluoromethyl)phenyl)imidazo[1,2-b]pyridazin-6-yl)amino)-7-azaspiro[3.5]nonane-7-carboxylic acid tert-butyl ester C(C)(C)(C)OC(=O)N1CCC2(CC(C2)NC=2C=CC=3N(N2)C(=CN3)C3=CC(=CC=C3)C(F)(F)F)CC1